N=1C=NN2C1C=C(C=C2)OC2=CC(=C(C=C2C)NC2=NC=NC1=CC(=C(C=C21)NC(C(F)P(OCC)(OCC)=O)=O)OC)OC Diethyl (2-((4-((4-([1,2,4]triazolo[1,5-a]pyridin-7-yloxy)-2-methoxy-5-methylphenyl)amino)-7-methoxyquinazolin-6-yl)amino)-1-fluoro-2-oxoethyl)phosphonate